CCCCCC.[I] iodine normal hexane